1-(8-amino-5-cyano-6-(4-methylpyridin-3-yl)isoquinolin-3-yl)-3-methylurea NC=1C=C(C(=C2C=C(N=CC12)NC(=O)NC)C#N)C=1C=NC=CC1C